C(CCC)PC1=CC=C(C=C1)N(C)C butyl-(4-dimethylaminophenyl)-phosphine